2-((3-(dimethylcarbamoyl)-5-(5-(isothiazol-3-ylcarbamoyl)-2-methylphenyl)pyridin-2-yl)amino)-2-methylpropyl acetate C(C)(=O)OCC(C)(C)NC1=NC=C(C=C1C(N(C)C)=O)C1=C(C=CC(=C1)C(NC1=NSC=C1)=O)C